S1C=C(C=C1)CCC(=O)O 3-(thiophen-3-yl)propionic acid